FC1=C(C(=CC=C1)OC)C=1SC=2C=NC(=CC2N1)NC1=NC(=CC=C1)N1C2CN(C(C1)CC2)C N-[2-(2-Fluoro-6-methoxyphenyl)-[1,3]thiazolo[5,4-c]pyridin-6-yl]-6-{5-methyl-2,5-diazabicyclo[2.2.2]octan-2-yl}pyridin-2-amine